4-(5-chloro-2-methoxyphenyl)-N-(5-((5-(hydroxymethyl)pyridin-2-yl)methoxy)-1,3,4-thiadiazol-2-yl)-6-methylpyridine-3-carboxamide ClC=1C=CC(=C(C1)C1=C(C=NC(=C1)C)C(=O)NC=1SC(=NN1)OCC1=NC=C(C=C1)CO)OC